ethyl-3-methylpyrazine C(C)C1=NC=CN=C1C